ClC1=NC=C2C=C(N=CC2=C1)NC(OC(C)(C)C)=O tert-butyl N-(7-chloro-2,6-naphthyridin-3-yl)carbamate